C1(=CC=CC=C1)C(C=O)=CC phenyl-2-butenal